C(C#C)OCC(=O)N 2-prop-2-ynyloxy-acetamide